2-succinimido-1,1,3,3-tetramethyluronium C1(CCC(N1OC(=[N+](C)C)N(C)C)=O)=O